Monomethyl phthalate METHYLPHTHALATE COC(C=1C(C(=O)O)=CC=CC1)=O.C(C=1C(C(=O)O)=CC=CC1)(=O)OC